C1(CC1)C1=C(C(=NO1)C1=C(C=CC=C1Cl)Cl)CO[C@H]1[C@@H]2CN([C@H](C1)C2)C=2SC1=C(N2)C=CC(=C1)C(=O)O 2-((1S,4S,5R)-5-((5-cyclopropyl-3-(2,6-dichlorophenyl)isoxazole-4-yl)methoxy)-2-azabicyclo[2.2.1]heptane-2-yl)benzo[d]thiazole-6-carboxylic acid